tert-butyl 4-(2-amino-4-bromo-6-fluorobenzamido)piperidine-1-carboxylate NC1=C(C(=O)NC2CCN(CC2)C(=O)OC(C)(C)C)C(=CC(=C1)Br)F